(1-(2-(6-(cyclopropylcarbonyl)-6H-thieno[2,3-b]pyrrol-5-yl)-7-methoxy-1-methyl-1H-benzo[d]imidazole-5-carbonyl)piperidin-3-yl)carbamic acid tert-butyl ester C(C)(C)(C)OC(NC1CN(CCC1)C(=O)C1=CC2=C(N(C(=N2)C2=CC3=C(N2C(=O)C2CC2)SC=C3)C)C(=C1)OC)=O